pyrido[2',1':2,3]Imidazo[4,5-h]Quinoline-5,6-dione N1=CC=CC=2C(C(C3=C(C12)N=C1N3C=CC=C1)=O)=O